phosphorus(V) bromide P(Br)(Br)(Br)(Br)Br